benzyl 4-(3-bromo-5-chlorophenoxy)piperidine-1-carboxylate BrC=1C=C(OC2CCN(CC2)C(=O)OCC2=CC=CC=C2)C=C(C1)Cl